Neopentyl (7-fluoro-6-(8-methyl-2,3-dihydro-1H-pyrido[2,3-b][1,4]oxazin-7-yl)isoquinolin-3-yl)carbamate FC1=C(C=C2C=C(N=CC2=C1)NC(OCC(C)(C)C)=O)C1=C(C2=C(OCCN2)N=C1)C